Cl.N1=C(C=NC=C1)N1C2=C(C=3C=CC=CC13)CNCC2 5-(pyrazin-2-yl)-2,3,4,5-tetrahydro-1H-pyrido[4,3-b]indole hydrochloride